[Cl-].[Ca+2].[Si](C1=CC=CC=C1)(C1=CC=CC=C1)(C(C)(C)C)OCC=1C=C2C=CC(=NC2=CC1)C1CC(CC1)CO.[Cl-] (3-(6-(((Tert-butyldiphenylsilyl)oxy)methyl)quinolin-2-yl)cyclopentyl)methanol Calcium Chlorid